C1(CCCCCCC1)NC(=O)C=1NC=C(C1)C1=C(C=C(C=C1)F)OC N-cyclooctyl-4-(4-fluoro-2-methoxyphenyl)-1H-pyrrole-2-carboxamide